(R)-1-methyl-N-(5-(pyridazin-4-yl)-2,3-dihydro-1H-inden-1-yl)-1H-pyrazole-5-carboxamide CN1N=CC=C1C(=O)N[C@@H]1CCC2=CC(=CC=C12)C1=CN=NC=C1